(3R,5R)-tert-butyl 3-((1-(4-chlorophenyl)pyrido[3,4-d]pyridazin-4-yl)amino)-5-fluoropiperidine-1-carboxylate ClC1=CC=C(C=C1)C1=C2C(=C(N=N1)N[C@H]1CN(C[C@@H](C1)F)C(=O)OC(C)(C)C)C=NC=C2